(6Ar,10aR)-9-methyl-6-methylidene-3-(6-phenylhexyl)-6a,7,8,10a-tetrahydrobenzo[c]chromen-1-ol CC1=C[C@@H]2[C@H](C(OC=3C=C(C=C(C23)O)CCCCCCC2=CC=CC=C2)=C)CC1